(2-(2-ethoxyphenoxy)ethyl)carbamic acid tert-butyl ester C(C)(C)(C)OC(NCCOC1=C(C=CC=C1)OCC)=O